2-chloro-N-(5-chloro-3-fluoro-2-hydroxyphenyl)propanamide ClC(C(=O)NC1=C(C(=CC(=C1)Cl)F)O)C